FC1=C(C=C(C(=C1)C)F)C(=O)N1CCOC2(C1)C=C(C(C(C2)(C)C)=O)C#N 4-(2,5-difluoro-4-methylbenzene-1-carbonyl)-10,10-dimethyl-9-oxo-1-oxa-4-azaspiro[5.5]undec-7-ene-8-carbonitrile